4-(3-ethyl-5-(1-((4-methyl-1H-imidazol-5-yl)methyl)piperidin-4-yl)-1H-indol-2-yl)-1H-pyrazolo[3,4-b]pyridine C(C)C1=C(NC2=CC=C(C=C12)C1CCN(CC1)CC1=C(N=CN1)C)C1=C2C(=NC=C1)NN=C2